BrC1=C2C=NNC2=C(C=C1)Cl 4-Bromo-7-chloro-1H-indazole